ClC=1C=NC=C(C1[C@@H](C)OC=1C=C2C(=NNC2=CC1)C=1C=NC(=C(C1)F)N1CCNCC1)Cl 5-[(1R)-1-(3,5-Dichloro-4-pyridyl)ethoxy]-3-(5-fluoro-6-piperazin-1-yl-3-pyridyl)-1H-indazole